4-(4-aminophenyl)piperazin-2-one NC1=CC=C(C=C1)N1CC(NCC1)=O